CN1N=NC(=C1C=1C=CC=2N(C=3C=C(C=CC3C2N1)C(=O)O)C1C(COCC1)O)C (1,4-dimethyl-1H-1,2,3-triazol-5-yl)-5-(3-hydroxytetrahydro-2H-pyran-4-yl)-5H-pyrido[3,2-b]indole-7-carboxylic acid